P(=O)(OC)(OC1=C(C=CC=C1)Cl)OC[C@@H](COCCCCCCCCCCCCCCCCCC)OC1=CC(=C(C=C1)C#N)OC(C)C methyl (2-chlorophenyl) ((R)-2-(4-cyano-3-isopropoxyphenoxy)-3-(octadecyloxy)propyl) phosphate